C1(=CC=CC=C1)C(NC(C1=CC=CC=C1)=O)C1=CC=C(C=C1)F N-(phenyl-(p-fluorophenyl)methyl)benzamide